tert-butyl (S)-(2-hydroxybutyl)((1-hydroxynaphthalen-2-yl)methyl)carbamate O[C@H](CN(C(OC(C)(C)C)=O)CC1=C(C2=CC=CC=C2C=C1)O)CC